N-(4-(tert-butyl)-2-(4-(phenyl-d5)-6-(phenyl-d5)-1,3,5-triazin-2-yl)phenyl)-[1,1'-biphenyl]-2',3',4',5',6'-d5-3-amine C(C)(C)(C)C1=CC(=C(C=C1)NC=1C=C(C=CC1)C1=C(C(=C(C(=C1[2H])[2H])[2H])[2H])[2H])C1=NC(=NC(=N1)C1=C(C(=C(C(=C1[2H])[2H])[2H])[2H])[2H])C1=C(C(=C(C(=C1[2H])[2H])[2H])[2H])[2H]